S1C=NC=C1C=1C(=NC=NC1)C(C(C)O)C=1OC=CC1 5-thiazol-5-ylpyrimidin-4-ylfuran-2-yl-2-propanol